(S)-5-((S)-2-amino-3,3-dimethylbutanoyl)-5-azaspiro[2.4]heptane-6-carboxylic acid trifluoroacetic acid salt FC(C(=O)O)(F)F.N[C@H](C(=O)N1CC2(CC2)C[C@H]1C(=O)O)C(C)(C)C